(1-(fluoromethyl)-2-azabicyclo[2.1.1]hexan-2-yl)(8-(2-(2,2,2-trifluoroethoxy)phenyl)imidazo[1,2-a]pyridin-2-yl)methanone FCC12N(CC(C1)C2)C(=O)C=2N=C1N(C=CC=C1C1=C(C=CC=C1)OCC(F)(F)F)C2